(1E,2E)-2-(2-(3-fluorophenyl)hydrazono)acetaldehyde O-phenyl oxime C1(=CC=CC=C1)O\N=C\C=N\NC1=CC(=CC=C1)F